C(\C=C/C1=CC=CC=C1)(=O)O Cis-cinnamic acid